C(C)(C)(C)N1CCC2(CC1)C(C1=CC(=CC=C1C2)F)=O tert-butyl-6-fluoro-1-oxo-spiro[indane-2,4'-piperidine]